(S)-3-(5-(2,6-dimethylphenyl)thiophen-2-yl)-3-(3-(4-hydroxy-1-methyl-2-oxo-1,2-dihydropyridin-3-yl)ureido)propionic acid CC1=C(C(=CC=C1)C)C1=CC=C(S1)[C@H](CC(=O)O)NC(=O)NC=1C(N(C=CC1O)C)=O